B1C(COO1)C1=CC=NN1 5-(4,5-dioxaborolan-2-yl)-1H-pyrazole